hexadecapentaenoic acid benzyl ester C(C1=CC=CC=C1)OC(C=CC=CC=CC=CC=CCCCCC)=O